C1(=CC(=CC=C1)C#C[Si](C)(C)C)C 3-tolylethynyl-trimethylsilane